triamino-2,2-dimethylpropionic acid NC(C(C(=O)O)(C)C)(N)N